NC1CCC2=C(N(C=C21)S(=O)(=O)C2=CC=C(C)C=C2)C(=O)NC2=CC(=C(C=C2)F)Cl 4-Amino-N-(3-chloro-4-fluorophenyl)-2-tosyl-2,4,5,6-tetrahydrocyclopenta[c]pyrrole-1-carboxamide